CC=1C=C(C=C(C1)C)C(CC1=CC(=CC(=C1)C)C)O (-)-1,2-Bis(3,5-dimethylphenyl)ethan-1-ol